3-methyl-4-(perfluorobenzoyl)piperazine CC1CNCCN1C(C1=C(C(=C(C(=C1F)F)F)F)F)=O